NC1=NC=CC=C1C1=NC=2C(=NC(=CC2)C2=CC=CC=C2)N1C1=CC=C(CN2CC3(C2)CN(CC3)C3=CC(=C(C=O)C=C3)O)C=C1 4-(2-(4-(2-(2-aminopyridin-3-yl)-5-phenyl-3H-imidazo[4,5-b]pyridin-3-yl)benzyl)-2,6-diazaspiro[3.4]octan-6-yl)-2-hydroxybenzaldehyde